FC1=C(C#N)C=CC(=C1)C1=CC(=NN1C1=C(C=C(C=C1)N1C[C@H](CC1)OCC)F)C(=O)N1C[C@@H](CCC1)NC 2-Fluoro-4-(1-(2-fluoro-4-((S)-3-ethoxypyrrolidin-1-yl)phenyl)-3-((R)-3-(methylamino)piperidin-1-carbonyl)-1H-pyrazol-5-yl)benzonitril